C(C)C1=CSC(=C1)C1=NC=NC(=C1)NCCN1C(=CC2=C(C=CC(=C12)F)C)C 3-Ethyl-5-{6-[2-(7-fluoro-2,4-dimethyl-indol-1-yl)-ethylamino]-pyrimidin-4-yl}-thiophen